6-bromo-3-(1-methylpyrazol-4-yl)-5-[(3R)-piperidin-3-yl]pyrazolo[1,5-a]pyrimidin-7-amine BrC=1C(=NC=2N(C1N)N=CC2C=2C=NN(C2)C)[C@H]2CNCCC2